(R)-4-[3-(4-benzylpiperidin-1-yl)propionyl]-7-methoxy-2,3,4,5-tetrahydro-1,4-benzothiazepine-1-oxide (R)-mandelate C([C@H](O)C1=CC=CC=C1)(=O)O.C(C1=CC=CC=C1)C1CCN(CC1)CCC(=O)N1CC[S@](C2=C(C1)C=C(C=C2)OC)=O